NC1=NC(=NC=C1CN(C=O)C(C)=C(CCOP(=O)(O)O)\S=C(\C1=CC(=CC=C1)F)/[O-])C (Z)-S-(2-(N-((4-amino-2-methylpyrimidin-5-yl)methyl)formamido)-5-(phosphonooxy)pent-2-en-3-yl)3-fluorobenzothioate